C1(=CC=CC=C1)S(=O)(=O)[NH-].[Na+] sodium benzenesulfonamide salt